4-(3-((Benzyloxy)methyl)-4-ethyl-5-oxo-4,5-dihydro-1H-1,2,4-triazol-1-yl)-2-bromo-5-methylbenzoic acid C(C1=CC=CC=C1)OCC1=NN(C(N1CC)=O)C1=CC(=C(C(=O)O)C=C1C)Br